indium chloride dihydrate O.O.[Cl-].[In+3].[Cl-].[Cl-]